3-(4-(9-((4-chloropyridin-2-yl)methyl)-6-(1-methylcyclopropoxy)-9H-purin-8-yl)-3-methylphenoxy)-N,N-dimethylpropan-1-amine ClC1=CC(=NC=C1)CN1C2=NC=NC(=C2N=C1C1=C(C=C(OCCCN(C)C)C=C1)C)OC1(CC1)C